tert-Butyl-2-{4-[(1S)-1-[(1R)-1-(4-chlorophenyl)-2-[(4-chlorophenyl)methyl]-7-fluoro-1-methoxy-3-oxo-2,3-dihydro-1H-isoindol-5-yl]-1-hydroxypropyl]piperidin-1-yl}acetat C(C)(C)(C)OC(CN1CCC(CC1)[C@](CC)(O)C=1C=C2C(N([C@@](C2=C(C1)F)(OC)C1=CC=C(C=C1)Cl)CC1=CC=C(C=C1)Cl)=O)=O